2-(2-(2-((3-Bromo-4-(1H-imidazol-1-yl)phenyl)(5-(3,5-dimethylisoxazol-4-yl)-2-methylphenyl)amino)ethoxy)ethoxy)acetic acid BrC=1C=C(C=CC1N1C=NC=C1)N(CCOCCOCC(=O)O)C1=C(C=CC(=C1)C=1C(=NOC1C)C)C